di(hydroxymethyl)ethane acrylate C(C=C)(=O)O.OCC(C)CO